(E)-4-(4-methoxyphenyl)-4-oxobutene COC1=CC=C(C=C1)C(CC=C)=O